C(C)(C)N1C=NC=2C1=NC(=CC2NC2CCNCC2)C 3-isopropyl-5-methyl-N-(piperidin-4-yl)-3H-imidazo[4,5-b]pyridin-7-amine